(3R,4R)-decan-3,4-diol CC[C@H]([C@@H](CCCCCC)O)O